3-isopropyl-2-(2-methylpyridin-4-yl)-5-(4,4,5,5-tetramethyl-1,3,2-dioxaborolan-2-yl)-1H-indole C(C)(C)C1=C(NC2=CC=C(C=C12)B1OC(C(O1)(C)C)(C)C)C1=CC(=NC=C1)C